N2-isopropyl-6-phenyl-N4-(tetrahydro-2H-pyran-3-yl)-1,3,5-triazine-2,4-diamine C(C)(C)NC1=NC(=NC(=N1)NC1COCCC1)C1=CC=CC=C1